6-chloro-5-(2,2-difluorovinyl)picolinic acid methyl ester COC(C1=NC(=C(C=C1)C=C(F)F)Cl)=O